C(=C)(C)C1=C2C=3C(=CC(=CC3OC2=C(C=C1)C)CCCCC)O 5-isopropenyl-8-methyl-2-pentyl-9-oxa-4-fluorenol